2-(azepan-1-yl)-5-chloro-N-(2-methoxy-4-pyridyl)-4,6-dimethyl-pyridine-3-carboxamide N1(CCCCCC1)C1=NC(=C(C(=C1C(=O)NC1=CC(=NC=C1)OC)C)Cl)C